(E)-3-(difluoromethyl)-5-(4-methoxybenzyl)-1-(2-((3-oxo-3-(4-(5-(trifluoromethyl)pyrimidin-2-yl)piperazin-1-yl)prop-1-en-1-yl)oxy)ethyl)-1,5-dihydro-4H-pyrazolo[3,4-d]pyridazin-4-one FC(C1=NN(C=2C=NN(C(C21)=O)CC2=CC=C(C=C2)OC)CCO\C=C\C(N2CCN(CC2)C2=NC=C(C=N2)C(F)(F)F)=O)F